C(C1=CC=CC=C1)OC(=O)N1C[C@@H]([C@H](C1)O)N=[N+]=[N-] (3S,4S)-3-azido-4-hydroxypyrrolidine-1-carboxylic acid benzyl ester